FC1=C(C=C(C=C1)F)[C@@H]1N(CCC1)C1=NC=2N(C=C1)N=CC2C2=CC=CC(=N2)N2CCN(CC2)CC2=CC=C(C=C2)NC2C(NC(CC2)=O)=O 3-((4-((4-(6-(5-((R)-2-(2,5-difluorophenyl)pyrrolidin-1-yl)pyrazolo[1,5-a]pyrimidin-3-yl)pyridin-2-yl)piperazin-1-yl)methyl)phenyl)amino)piperidine-2,6-dione